(5S,8R)-N-(3-chloro-4-(trifluoromethyl)phenyl)-1-fluoro-6,7,8,9-tetrahydro-5H-5,8-epimino-benzo[7]annulene-10-carboxamide ClC=1C=C(C=CC1C(F)(F)F)NC(=O)N1[C@H]2CC[C@@H]1CC1=C2C=CC=C1F